4-(2-methylphenyl)piperidine hydrogen chloride salt Cl.CC1=C(C=CC=C1)C1CCNCC1